CNC1=CC(=NC(=C1)C)NC1=C(C(=C2C(=N1)CCO2)C=2CC[C@H](NCC2)C)C |r| N4,6-dimethyl-N2-[6-methyl-7-[rac-(2R)-2-methyl-2,3,4,7-tetrahydro-1H-azepin-5-yl]-2,3-dihydrofuro[3,2-b]pyridin-5-yl]pyridine-2,4-diamine